C(N)(=O)C1=NN(C(=N1)C)C=1C=C2C=CN(C2=CC1)CC1=CC=C(C=C1)C1C[C@@H]2[C@@H](CN(C2)C(=O)OC(C)(C)C)C1 tert-butyl (3aR,5r,6aS)-5-(4-((5-(3-carbamoyl-5-methyl-1H-1,2,4-triazol-1-yl)-1H-indol-1-yl)methyl)phenyl)hexahydrocyclopenta[c]pyrrole-2(1H)carboxylate